4-(3-bromo-2-methoxybenzyl)phthalazin-1(2H)-one BrC=1C(=C(CC2=NNC(C3=CC=CC=C23)=O)C=CC1)OC